3-[6-[bis[(4-methoxyphenyl)methyl]amino]-5-fluoro-2-methoxy-3-pyridinyl]propionic acid ethyl ester C(C)OC(CCC=1C(=NC(=C(C1)F)N(CC1=CC=C(C=C1)OC)CC1=CC=C(C=C1)OC)OC)=O